CN1N=CC=2C(=CC=CC12)S(=O)(=O)O 1-methylindazole-4-sulfonic acid